2-((4aS,5aR)-5,5-difluoro-5a-methyl-1,4,4a,5,5a,6-hexahydrocyclopropa[f]indazol-3-yl)-5-fluoro-1H-indole-6-carboxylic acid FC1([C@H]2CC=3C(=NNC3C[C@]21C)C=2NC1=CC(=C(C=C1C2)F)C(=O)O)F